(6-isopropyl-3-methylcyclohex-2-en-1-yl)(octyl)sulfane C(C)(C)C1CCC(=CC1SCCCCCCCC)C